3-[(4-ACETYL-1H-PYRROL-2-YL)FORMAMIDO]BUTANOIC ACID C(C)(=O)C=1C=C(NC1)C(=O)NC(CC(=O)O)C